C(=O)(O)C(CP1(C(C2=CC=CC=C2C=2C=CC=CC12)=O)=O)CC(=O)O 9,10-dihydro-10-(2,3-dicarboxypropyl)-9-oxo-10-phosphaphenanthrene-10-oxide